C(C)(C)(C)OC(=O)N1N=C(C=C1B(O)O)C {1-[(tert-butoxy)carbonyl]-3-methyl-1H-pyrazol-5-yl}boronic acid